(3-chlorophenyl)-1-(3,4,5-trimethoxyphenyl)pyrrolo[1,2-a]pyrazine ClC=1C=C(C=CC1)C=1N=C(C=2N(C1)C=CC2)C2=CC(=C(C(=C2)OC)OC)OC